C(#N)C=1C=C(C=C(C1N[C@@H](CSC1=CC=C(C=C1)F)CCN1CC(C1)F)F)S(=O)(=O)NC(=O)C1(CCCCC1)OC (R)-N-((3-cyano-5-fluoro-4-((4-(3-fluoroazetidin-1-yl)-1-((4-fluorophenyl)thio)butan-2-yl)amino)phenyl)sulfonyl)-1-methoxycyclohexane-1-carboxamide